(1H-indol-3-yl)-2-methylnicotinhydrazide N1C=C(C2=CC=CC=C12)C1=NC(=C(C(=O)NN)C=C1)C